C(CC)SSSCCC Dipropyltrisulfid